4-chloro-6-(3-nitrophenyl)pyrimidine ClC1=NC=NC(=C1)C1=CC(=CC=C1)[N+](=O)[O-]